1-isopropylindole-2,3-dione hydrochloride Cl.C(C)(C)N1C(C(C2=CC=CC=C12)=O)=O